8-((4'-cyclopropyl-[1,1'-biphenyl]-3-yl)amino)-5-methyl-6-oxo-5,6-dihydro-1,5-naphthyridine-2-carbonitrile C1(CC1)C1=CC=C(C=C1)C1=CC(=CC=C1)NC1=CC(N(C=2C=CC(=NC12)C#N)C)=O